CC1(C)CCCC(C)=C1\C=C\C(\C)=C\C=C\C(\C)=C\C=C\C=C(/C)\C=C\C=C(/C)\C=C\C=C(/C)\CCC=C(C)C Gamma-carotene